2-[(1R,3aS,7aR,E)-7a-Methyl-1-{(R)-6-methyl-6-[(triethylsilyl)oxy]heptan-2-yl}octahydro-4H-inden-4-ylidene]acetic acid C[C@@]12CCC/C(/[C@@H]2CC[C@@H]1[C@H](C)CCCC(C)(O[Si](CC)(CC)CC)C)=C\C(=O)O